3-((2-((3-cyano-4,5,6,7-tetrahydrobenzo[b]thiophen-2-yl)amino)-2-oxoethyl)thio)oxetane-3-carboxylic acid C(#N)C=1C2=C(SC1NC(CSC1(COC1)C(=O)O)=O)CCCC2